N1=C2C(=NC=C1)NC=C2C=2SC=C(N2)C=2C=CC(=C(C2)[C@@]2(C(N(CC2)C)=O)O)C (S)-3-(5-(2-(5H-Pyrrolo[2,3-b]pyrazin-7-yl)thiazol-4-yl)-2-methylphenyl)-3-hydroxy-1-methylpyrrolidin-2-one